BrC1=NOC(C1)(COC)C1=NC=C(C=C1C1=C(C=CC=C1F)F)F 2-[3-bromo-5-(methoxymethyl)-4,5-dihydro-1,2-oxazol-5-yl]-3-(2,6-difluorophenyl)-5-fluoropyridine